FC=1C=C2C(=CNC(C2=CC1F)=O)C(C)N(C(=O)[C@@H]1N(CC2=CC=CC=C2C1)C(=O)OC(C)(C)C)C tert-butyl (3R)-3-((1-(6,7-difluoro-1-oxo-1,2-dihydroisoquinolin-4-yl)ethyl)(methyl)carbamoyl)-3,4-dihydroisoquinoline-2(1H)-carboxylate